C(=O)(OC(C)(C)C)N1CC=2N(CC1)C(=NN2)Br 7-Boc-3-bromo-5,6,7,8-tetrahydro-1,2,4-triazolo[4,3-a]pyrazine